(2R,3R,4S,5R,6R)-6-((3-cyclopentylisoxazol-5-yl)methyl)-2-(hydroxymethyl)-5-methoxy-4-(4-(3,4,5-trifluorophenyl)-1H-1,2,3-triazol-1-yl)tetrahydro-2H-pyran-3-ol C1(CCCC1)C1=NOC(=C1)C[C@@H]1[C@@H]([C@H]([C@H]([C@H](O1)CO)O)N1N=NC(=C1)C1=CC(=C(C(=C1)F)F)F)OC